C1CCC2=C(C=3CCCC3C=C12)NC(=O)N=[S@@](=O)(N)C=1SC(=C(N1)C(C)(C)O)C (S)-N'-((1,2,3,5,6,7-hexahydro-s-indacen-4-yl)carbamoyl)-4-(2-hydroxypropan-2-yl)-5-methylthiazole-2-sulfonimidamide